9-(tetrahydropyran-4-ylmethyl)-3-oxa-7,9-diazabicyclo[3.3.1]nonane O1CCC(CC1)CN1C2COCC1CNC2